Diethyl 1-[2-oxo-2-(quinolin-7-yl)ethyl]-1H-pyrazole-3,5-dicarboxylate O=C(CN1N=C(C=C1C(=O)OCC)C(=O)OCC)C1=CC=C2C=CC=NC2=C1